CC=1N(C=CN1)C1=CC=CC(=N1)O 6-(2-methyl-1H-imidazol-1-yl)pyridin-2-ol